tert-butyl 2-[5-(dibenzofuran-2-ylmethylamino)-2-(3-fluoroazetidin-1-yl)-6-oxo-pyrimidin-1-yl]acetate C1=C(C=CC=2OC3=C(C21)C=CC=C3)CNC3=CN=C(N(C3=O)CC(=O)OC(C)(C)C)N3CC(C3)F